CC=1C(=C2C=NNC2=CC1C)C=1C(=NN(C1C)C1CC2(CNC2)C1)N1C(CN(CC1)C(C)=O)(C)C 1-(4-(4-(5,6-dimethyl-1H-indazol-4-yl)-5-methyl-1-(2-azaspiro[3.3]heptan-6-yl)-1H-pyrazol-3-yl)-3,3-dimethylpiperazin-1-yl)ethan-1-one